C(C1=CC=CC=C1)O[C@@H]1CC(N(C1)C(=O)OC(C)(C)C)(C(=O)OCC1=CC=CC=C1)C 2-benzyl 1-(tert-butyl) (4R)-4-(benzyloxy)-2-methylpyrrolidine-1,2-dicarboxylate